COC=1C(=NC=CN1)CN1C(C(=CC=2C1=NC(=CN2)C)N2CCNCC2)=O 5-((3-methoxypyrazin-2-yl)methyl)-3-methyl-7-(piperazin-1-yl)pyrido[2,3-b]pyrazin-6(5H)-one